azocumene CC(C)C1=CC=CC=C1N=NC2=CC=CC=C2C(C)C